OC1=C(C(=O)NC=2C=C3C=CC=NC3=CC2)C=C(C(=C1)O)C(C)C 2,4-dihydroxy-5-isopropyl-N-(quinolin-6-yl)benzamide